tert-butyl (3R)-3-{3-[4-(difluoromethoxy)-2-(methoxymethoxy)-6-methylphenyl]-5,6-dihydro-7H-pyrrolo[2,3-c]pyridazin-7-yl}piperidine-1-carboxylate FC(OC1=CC(=C(C(=C1)C)C1=CC2=C(N=N1)N(CC2)[C@H]2CN(CCC2)C(=O)OC(C)(C)C)OCOC)F